1-(thiophen-3-yl)ethylamine S1C=C(C=C1)C(C)N